1-(2-(dimethylamino)ethyl)-5-iodo-N,N-bis(4-methoxybenzyl)-1H-pyrazole-3-sulfonamide CN(CCN1N=C(C=C1I)S(=O)(=O)N(CC1=CC=C(C=C1)OC)CC1=CC=C(C=C1)OC)C